[4-({[(4-chlorophenyl)methoxy]carbonyl}amino)phenyl]acetic acid ClC1=CC=C(C=C1)COC(=O)NC1=CC=C(C=C1)CC(=O)O